C(C1=CC=CC=C1)N1CCC(CC1)CCNC(C1=C(C=C(C=C1)C1=CC=C(C=C1)OC(F)(F)F)F)=O N-[2-(1-benzylpiperidin-4-yl)ethyl]-2-fluoro-4-[4-(trifluoromethoxy)phenyl]benzamide